5-Chloro-4-(difluoromethoxy)-2-fluorobenzonitrile ClC=1C(=CC(=C(C#N)C1)F)OC(F)F